5-(((tert-butyldiphenylsilyl)oxy)methyl)-4-((4-methoxybenzyl)thio)-1-((2-(trimethylsilyl)ethoxy)methyl)-1H-imidazole [Si](C1=CC=CC=C1)(C1=CC=CC=C1)(C(C)(C)C)OCC1=C(N=CN1COCC[Si](C)(C)C)SCC1=CC=C(C=C1)OC